methylmalonic acid-D3 [2H]C([2H])([2H])C(C(=O)O)C(=O)O